C(C1=CC=CC=C1)N(C(OCC1=CC=CC=C1)=O)C[C@H]1O[C@@H]([C@@H](CC1)O)O[C@H]1[C@@H]([C@H]([C@@H](C[C@@H]1N=[N+]=[N-])N=[N+]=[N-])O)O Benzyl N-benzyl-N-[[(2S,5R,6R)-6-[(1R,2R,3S,4R,6S)-4,6-diazido-2,3-dihydroxy-cyclohexoxy]-5-hydroxy-tetrahydropyran-2-yl]methyl]carbamate